C(#N)C1=CC=2N(N=C1)C(=CC2)C2=NC=C(C(=O)NC[C@H](C(C)(C)O)F)C(=C2)NC2CCC(CC2)C=2C=NN(C2)CC 6-(3-cyanopyrrolo[1,2-b]pyridazin-7-yl)-4-(((1r,4R)-4-(1-ethyl-1H-pyrazol-4-yl)cyclohexyl)amino)-N-((R)-2-fluoro-3-hydroxy-3-methylbutyl)nicotinamide